(R)-11-amino-3-cyclopropyl-7-isopropyl-4,5,6,7-tetrahydroisoxazolo[4'',3'':6',7']cyclohepta[1',2':4,5]pyrrolo[2,3-d]pyrimidin-4-ol NC=1C2=C(N=CN1)N(C1=C2C=2C([C@@H](CC1)O)=C(ON2)C2CC2)C(C)C